(1-((4-nitrophenyl)sulfonyl)azetidin-3-yl)methanone [N+](=O)([O-])C1=CC=C(C=C1)S(=O)(=O)N1CC(C1)C=O